NC(CC(=O)O)C1=CC=C(C=C1)F 3-amino-3-(4-fluorophenyl)propionic acid